C(C)N(C(C)C)C(C)C ethylbis(2-propyl)amine